ethyl 2-((6-(pyridin-2-yl)pyridazin-3-yl)methyl)oxazole-4-carboxylate N1=C(C=CC=C1)C1=CC=C(N=N1)CC=1OC=C(N1)C(=O)OCC